C(C)(C)(C)OC(=O)C=1CNC2=CN=CC=C2C1 [1,7]naphthyridine-3(2H)-carboxylic acid tert-butyl ester